methyl N-[5-({4-[(2S)-2-{[8-(5-formamidopyridin-3-yl)quinazolin-4-yl]amino}propyl]piperazin-1-yl}sulfonyl)-4-methyl-1,3-thiazol-2-yl]carbamate C(=O)NC=1C=C(C=NC1)C=1C=CC=C2C(=NC=NC12)N[C@H](CN1CCN(CC1)S(=O)(=O)C1=C(N=C(S1)NC(OC)=O)C)C